thiomorpholine 8-(2-hydroxybenzoamido)octanoate OC1=C(C(=O)NCCCCCCCC(=O)O)C=CC=C1.N1CCSCC1